1-METHYL-2-PHENYLINDOLE CN1C(=CC2=CC=CC=C12)C1=CC=CC=C1